Pyridin-2-yl-morpholine-4-carboxamide N1=C(C=CC=C1)C1N(CCOC1)C(=O)N